N1C(=NC=C1)C=1C=C(C=CC1)NC(=O)C=1C=NN2C1N=C(C=C2)NC2CC2 N-(3-(1H-imidazol-2-yl)phenyl)-5-(cyclopropylamino)pyrazolo[1,5-a]pyrimidine-3-carboxamide